(3,4-dimethylphenyl)-3-methyl-3-pyrazoline CC=1C=C(C=CC1C)N1NC(=CC1)C